methyl 3-(trifluoromethoxy)-4-aminobenzoate FC(OC=1C=C(C(=O)OC)C=CC1N)(F)F